[N-](S(=O)(=O)C(F)(F)F)S(=O)(=O)C(F)(F)F.[N-](S(=O)(=O)C(F)(F)F)S(=O)(=O)C(F)(F)F.[Ca+2] calcium bis(trifluoromethanesulfonimide)